(R)-dimethyl((4-(3-methylmorpholino)-6-(1H-pyrazol-4-yl)pyridin-2-yl)imino)-λ6-sulfanone CS(=O)(=NC1=NC(=CC(=C1)N1[C@@H](COCC1)C)C=1C=NNC1)C